4-Amino-6-chloro-pyridazine-3-carboxamide NC1=C(N=NC(=C1)Cl)C(=O)N